C(=C)NC1CC(CCC1)=O 3-(N-vinylamino)cyclohexanone